2,3,3,5,8-pentamethylnon-7-en-4-one oxime CC(C)C(C(C(CC=C(C)C)C)=NO)(C)C